NC1=C(C#N)C=C(C(=C1)F)C(F)(F)F 2-AMINO-4-FLUORO-5-(TRIFLUOROMETHYL)BENZONITRILE